C1(CC1)C1=NN(C=C1C1=NC(=CC=C1)CC)[C@@H]1C[C@H](C1)CNC=1C=C2C(N(C(C2=CC1)=O)C1C(NC(CC1)=O)=O)=O 5-(((trans-3-(3-cyclopropyl-4-(6-ethylpyridin-2-yl)-1H-pyrazol-1-yl)cyclobutyl)methyl)amino)-2-(2,6-dioxopiperidin-3-yl)isoindoline-1,3-dione